C(C)(C)(C)OC(=O)N1C=CC2=C(C(=CC(=C12)C)OC)O[C@@H]1[C@H](CNCC1)C1=CC=C(C=C1)C(=O)OC |r| (±)-rel-(3S,4S)-5-methoxy-4-((3-(4-(methoxycarbonyl)phenyl)piperidin-4-yl)oxy)-7-methyl-1H-indole-1-carboxylic acid tert-butyl ester